rac-(1S*,2S*)-N-(6-((1S*,2S*)-2-(6-(3-azabicyclo[3.1.0]hexan-3-yl)pyridin-3-yl)-4-hydroxypyrrolidin-1-yl)pyrimidin-4-yl)-2-(4-methylpyrimidin-2-yl)cyclopropane-1-carboxamide [C@H]12CN(CC2C1)C1=CC=C(C=N1)[C@H]1N(CC(C1)O)C1=CC(=NC=N1)NC(=O)[C@@H]1[C@H](C1)C1=NC=CC(=N1)C |o1:0,12,&1:27,28|